bislauroyl-ethylenediamine diacetic acid C(C)(=O)O.C(C)(=O)O.C(CCCCCCCCCCC)(=O)NCCNC(CCCCCCCCCCC)=O